5-(hydrazinecarbonyl)-2-methyl-N-[2-(2-pyridyl)ethyl]benzenesulfonamide N(N)C(=O)C=1C=CC(=C(C1)S(=O)(=O)NCCC1=NC=CC=C1)C